ClC=1C=C(C=CC1Cl)C(CN(C)C)N 1-(3,4-dichlorophenyl)-N~2~,N~2~-dimethylethane-1,2-diamine